COC(=O)[C@]1(C(C2=CC=C(C=C2C1)Cl)=NN=C)O (S)-5-chloro-2-hydroxy-1-(methylenehydrazono)-2,3-dihydro-1H-indene-2-carboxylic acid methyl ester